ClC1=CC=C(C=N1)CC(=O)O 2-(6-Chloropyridin-3-yl)acetic acid